5,5-difluoro-1-methyl-2-oxocyclohexane-1-carboxylic acid methyl ester COC(=O)C1(C(CCC(C1)(F)F)=O)C